(S)-3-(isoquinolin-4-yl)-2-oxo-1-(5-(trifluoromethyl)pyrimidin-2-yl)imidazolidine-4-carbonitrile C1=NC=C(C2=CC=CC=C12)N1C(N(C[C@H]1C#N)C1=NC=C(C=N1)C(F)(F)F)=O